C1(CC1)S(=O)(=O)N1N=CC(=C1)C1=NC=CC(=N1)C1(NC=C(C(=C1)NC1CCC(CC1)NC)C1=NN(C=C1)C)N 2-(2-(1-(Cyclopropylsulfonyl)-1H-pyrazol-4-yl)pyrimidin-4-yl)-5-(1-methyl-1H-pyrazol-3-yl)-N4-((1s,4s)-4-(methylamino)cyclohexyl)pyridine-2,4-diamine